3-[4-(3-Phenylprop-2-enoyl)phenyl]prop-2-enoic acid C1(=CC=CC=C1)C=CC(=O)C1=CC=C(C=C1)C=CC(=O)O